1-(3-((5-bromo-2-((2-ethyl-4-(4-methylpiperazin-1-yl)phenyl)amino)pyrimidin-4-yl)amino)propyl)piperidin-2-one BrC=1C(=NC(=NC1)NC1=C(C=C(C=C1)N1CCN(CC1)C)CC)NCCCN1C(CCCC1)=O